BrC1=CC=C2C(N(C(C2=C1)=O)CC1=NC=C(C=C1)Cl)(OC([2H])([2H])C1(CC1)C([2H])([2H])O)C1=CC=C(C=C1)F 6-bromo-2-[(5-chloropyridin-2-yl)methyl]-3-(4-fluorophenyl)-3-({1-[hydroxy(2H2)methyl]cyclopropyl}(2H2)methoxy)-2,3-dihydro-1H-isoindol-1-one